C1(=CC=CC=C1)C#CC(C1=CC=CC=C1)(C1=CC=CC=C1)O tri-phenylpropargyl alcohol